C(C1=CC=CC=C1)OC1(C2=NN=C(C3=C(C=C(C(C(CCCC(CC1)=O)=O)=N3)C(F)(F)F)NC(OC(C)(C)C)=O)O2)C(F)(F)F tert-butyl N-[6-benzyloxy-9,13-dioxo-6,15-bis(trifluoromethyl)-19-oxa-3,4,18-triazatricyclo[12.3.1.12,5]nonadeca-1(17),2,4,14(18),15-pentaen-17-yl]carbamate